3-((bis(2-methoxyethyl)amino)methyl)-5-chloro-2-hydroxy-N-(4-((4-methylpiperazin-1-yl)methyl)-6-(trifluoromethyl)benzo[d]thiazol-2-yl)benzamide COCCN(CCOC)CC=1C(=C(C(=O)NC=2SC3=C(N2)C(=CC(=C3)C(F)(F)F)CN3CCN(CC3)C)C=C(C1)Cl)O